(tributyl)n-tetradecyl-phosphine gold [Au].C(CCC)C(CCCCCCCCCCCCCP)(CCCC)CCCC